N-((2-(6-((2R,5S)-5-ethyl-2-methylpiperazin-1-yl)pyridin-2-yl)-1,6-naphthyridin-7-yl)methyl)-4-methyl-3-(methylsulfonyl)benzamide C(C)[C@@H]1NC[C@H](N(C1)C1=CC=CC(=N1)C1=NC2=CC(=NC=C2C=C1)CNC(C1=CC(=C(C=C1)C)S(=O)(=O)C)=O)C